CN1C(C2=CC=C(C=C2CC1)OC1=CC=C(C=C1)[N+](=O)[O-])C1=CC=C(C=C1)Cl 2-methyl-6-(4-nitrophenoxy)-1-(p-chlorophenyl)-1,2,3,4-tetrahydroisoquinoline